FC1=C(C=C(C=C1)C(C)(C)NC(OC1CN2CCC1CC2)=O)C=2C=NC=NC2 1-azabicyclo[2.2.2]oct-3-yl {2-[4-fluoro-3-(pyrimidin-5-yl)phenyl]propan-2-yl}carbamate